CC1(C2(CCC1CC2)C(=O)N2C[C@H](N(CC2)C=2C=CC(=NC2C(=O)N[C@H]2CNCC2)C=2C(=NC=CC2)OCC)CC)C 5-[(2R)-4-{7,7-dimethylbicyclo[2.2.1]heptane-1-carbonyl}-2-ethylpiperazin-1-yl]-2'-ethoxy-N-[(3R)-pyrrolidin-3-yl]-[2,3'-bipyridine]-6-carboxamide